5-(tert-butoxy)-4-(11-(2-(tert-butoxy)-2-oxoethyl)-1,4,8,11-tetraazabicyclo[6.6.2]hexadecan-4-yl)-5-oxopentanoic acid C(C)(C)(C)OC(C(CCC(=O)O)N1CCN2CCCN(CCN(CCC1)CC2)CC(=O)OC(C)(C)C)=O